1-{2-methoxy-5-methyl-6-phenylpyrrolo[2,3-b]pyrazine-7-carbonyl}-3-(2-methylphenoxymethyl)piperidine COC=1N=C2C(=NC1)N(C(=C2C(=O)N2CC(CCC2)COC2=C(C=CC=C2)C)C2=CC=CC=C2)C